N,N'-Dimethyl-1,2-phenylenediamine CNC1=C(C=CC=C1)NC